5-{[4,5-bis(acetyloxy)-6-[(acetyloxy)methyl]-3-acetamidooxan-2-yl]oxy}pentanoic acid C(C)(=O)OC1C(C(OC(C1OC(C)=O)COC(C)=O)OCCCCC(=O)O)NC(C)=O